FC1=CC2=C(NC(=N2)C2=CC(=NN2C)NC(=O)C=2C=NC(=CC2)N2CCC(CC2)N2CCOCC2)C=C1 N-[5-(5-fluoro-1H-benzimidazol-2-yl)-1-methyl-pyrazol-3-yl]-6-(4-morpholino-1-piperidyl)pyridine-3-carboxamide